C(C)(C)N1CCN(CC1)C1=CC2=C(N=C(N=C2N[C@H](C)C2=C(C(=CC=C2)C(F)(F)F)C)C)NC1=O (R)-6-(4-isopropylpiperazin-1-yl)-2-methyl-4-((1-(2-methyl-3-(trifluoromethyl)phenyl)ethyl)amino)pyrido[2,3-d]pyrimidin-7(8H)-one